ClC=1C=C(C=C(C1)F)C=1C(=NN(C1C(=O)O)C=1SC(=C(N1)C1=CC(=C(C=C1)Cl)Cl)SC(C)C)C 4-(3-chloro-5-fluorophenyl)-1-(4-(3,4-dichlorophenyl)-5-(isopropylsulfanyl)thiazol-2-yl)-3-methyl-1H-pyrazole-5-carboxylic acid